{[(9H-fluoren-9-yl)methoxy]carbonyl}-L-valyl-N5-carbamoyl-N-[4-(hydroxymethyl)-3-(2-sulfonatoethyl)phenyl]-L-ornithinamide C1=CC=CC=2C3=CC=CC=C3C(C12)COC(=O)N[C@@H](C(C)C)C(=O)N[C@@H](CCCNC(N)=O)C(=O)NC1=CC(=C(C=C1)CO)CCS(=O)(=O)[O-]